OCCCNC1=CC=C(C=C1)C=1C2=C(N=CN1)NC=C2 4-(4-((3-hydroxypropyl)amino)phenyl)-7H-pyrrolo[2,3-d]pyrimidin